C(C)(C)(C)OC(=O)N1C[C@@H](N(CC1)C=1C2=C(N(C(N1)=O)C=1C(=NC=CC1CCCO)C(C)C)N=C(C(=C2)F)Cl)C (S)-4-(7-chloro-6-fluoro-1-(4-(3-hydroxypropyl)-2-isopropylpyridin-3-yl)-2-oxo-1,2-dihydropyrido[2,3-d]Pyrimidin-4-yl)-3-methylpiperazine-1-carboxylic acid tert-butyl ester